2-amino-N-(1-(7-(4-(4-(benzo[b]thiophen-4-yl)piperazin-1-yl)butoxy)-2-oxoquinolin-1(2H)-yl)-3-methyl-1-oxobutan-2-yl)acetamide NCC(=O)NC(C(=O)N1C(C=CC2=CC=C(C=C12)OCCCCN1CCN(CC1)C1=CC=CC=2SC=CC21)=O)C(C)C